2-chloroethyl (4,6-diamino-2-(7-fluoro-1-(2-fluorobenzyl)-1H-indazol-3-yl) pyrimidin-5-yl)carbamate NC1=NC(=NC(=C1NC(OCCCl)=O)N)C1=NN(C2=C(C=CC=C12)F)CC1=C(C=CC=C1)F